FC1=C(CN(C(OCC2=CC=C(C=C2)OC(C)(C)C)=O)C2CCN(CC2)C)C=CC(=C1)F 4-(tert-butoxy)benzyl (2,4-difluorobenzyl)(1-methylpiperidin-4-yl)carbamate